5-(α,α-dimethylbenzyl)salicylic acid CC(C1=CC=CC=C1)(C)C1=CC=C(C(C(=O)O)=C1)O